tert-butyl (10S)-4-((3-methyl-4-((1-methyl-1H-benzo[d]imidazol-5-yl)oxy)phenyl)amino)-7,8,10,11-tetrahydro-9H-6,10-methano[1,4,7]oxadiazonino[3,2-g]quinazoline-9-carboxylate CC=1C=C(C=CC1OC1=CC2=C(N(C=N2)C)C=C1)NC1=NC=NC2=CC3=C(C=C12)N1CCN([C@H](CO3)C1)C(=O)OC(C)(C)C